COC=1C=C2C=CC(=CC2=CC1)[C@@H](C(=O)OC)C methyl (S)-2-(6-methoxynaphthalen-2-yl)propanoate